C(C)(C)(C)OC(=O)N1C(COCCC1)C1=C(SC(=C1)C(N(C)C)=O)Cl 3-[2-chloro-5-(dimethylcarbamoyl)-3-thienyl]-1,4-oxazepan-4-carboxylic acid tert-butyl ester